6-[2-(2-methoxy-naphthalen-1-yl)-ethylamino]-pyrimidin-4-yl-6-propyl-benzoic acid COC1=C(C2=CC=CC=C2C=C1)CCNC1=CC(=NC=N1)C1=C(C(=O)O)C(=CC=C1)CCC